C1(CCC1)OC1=NC=2N(C=C1C(=O)NC=1C(N(C=CC1)[C@H]1[C@H](C1)F)=O)C=C(N2)C21COC(C2)(C1)C 7-cyclobutoxy-N-(1-((1R,2S)-2-fluorocyclopropyl)-2-oxo-1,2-dihydropyridin-3-yl)-2-(1-methyl-2-oxabicyclo[2.1.1]hex-4-yl)imidazo[1,2-a]pyrimidine-6-carboxamide